(S)-2-(4-chloro-3-fluorophenyl)-3-(cyclopropylmethylamino)-1-(4-((5R,7R)-7-hydroxy-5-methyl-6,7-dihydro-5H-cyclopenta[d]pyrimidin-4-yl)piperazin-1-yl)propan-1-one ClC1=C(C=C(C=C1)[C@H](C(=O)N1CCN(CC1)C=1C2=C(N=CN1)[C@@H](C[C@H]2C)O)CNCC2CC2)F